NC(C(CCC(=O)OC(C)(C)C)N1C(C2=CC=C(C=C2C1)C=1C=NN(C1Br)C)=O)=O tert-butyl 5-amino-4-[5-(5-bromo-1-methyl-pyrazol-4-yl)-1-oxo-isoindolin-2-yl]-5-oxo-pentanoate